N-(2-fluorophenyl)-N-methyl-2-oxo-1,2,3,4-tetrahydroquinoline-6-sulfonamide FC1=C(C=CC=C1)N(S(=O)(=O)C=1C=C2CCC(NC2=CC1)=O)C